perhydrodimethylindole CC1N(C2CCCCC2C1)C